C1=CC=CC=2C3=CC=CC=C3C(C12)COC(=O)N[C@H](C(NCCOCCOCCOCCOCCOCCOCCOCCOC)=O)CCC(=O)OC(C)(C)C tert-butyl (S)-28-((((9H-fluoren-9-yl)methoxy)carbonyl)amino)-27-oxo-2,5,8,11,14,17,20,23-octaoxa-26-azahentriacontan-31-oate